1-(3,5-difluorophenoxy)-3-(methylsulfonyl)-5-aminobenzene FC=1C=C(OC2=CC(=CC(=C2)N)S(=O)(=O)C)C=C(C1)F